1,2,3-trinitroazetidine [N+](=O)([O-])N1C(C(C1)[N+](=O)[O-])[N+](=O)[O-]